COC(=O)C(C1=CC(=CC(=C1)OC)OC)=O 3,5-dimethoxybenzoylformic acid methyl ester